C(=O)(O)C1=CC2=C(C=NB2)C=C1 6-carboxybenzoborazole